C(C)(=O)C1=C(C=C(C=C1)C1=CC(=CC=C1C)NC(C1=CC(=NC=C1)C(F)(F)F)=O)O N-(4'-acetyl-3'-hydroxy-6-methyl-[1,1'-biphenyl]-3-yl)-2-(trifluoromethyl)isonicotinamide